1,3-bis-(p-carboxyphenoxy)hexane C(=O)(O)C1=CC=C(OCCC(CCC)OC2=CC=C(C=C2)C(=O)O)C=C1